(3S,4R,5R)-1,3,4,5,6-pentahydroxyhexan-2-one OCC([C@H]([C@@H]([C@@H](CO)O)O)O)=O